O1CN(C=C1)C1=CC(=CC2=C1N=CS2)C(=O)O 4-(Oxazol-3-yl)-1,3-benzothiazole-6-carboxylic acid